ClC1=CC=C2C(=CC=NC2=C1)NC(CCCN(CCSCCN)CC)C N4-(7-chloro-4-quinolinyl)-N1-ethyl-N1-(2-(2-aminoethyl)thioethyl)pentane-1,4-diamine